C(C1=CC=CC=C1)OC1=C(C(=O)OC)C=CC(=C1)N(C(=O)[C@@H]1N(CC1)S(=O)(=O)C1=C(C(=C(C(=C1F)F)F)F)F)CC1=NC=C(C=C1)Br Methyl (R)-2-(benzyloxy)-4-(N-((5-bromopyridin-2-yl)methyl)-1-((perfluorophenyl)sulfonyl)azetidine-2-carboxamido)benzoate